Methyl 4-((4-(benzyloxy)quinoline-2-carboxamido)methyl)benzoate C(C1=CC=CC=C1)OC1=CC(=NC2=CC=CC=C12)C(=O)NCC1=CC=C(C(=O)OC)C=C1